C(=O)(O)CCC[N+]=1CCC2=CC3=NC=4C=C5C(=CC4OC3=CC21)N(CC5)CCCCS(=O)(=O)[O-] 4-(9-(3-carboxypropyl)-2,3,7,8-tetrahydro-1H-dipyrrolo[3,2-b:2',3'-i]phenoxazin-9-ium-1-yl)butane-1-sulfonate